6-methyl-3-phenyl-5,6-dihydro-[1,2,4]triazolo[4,3-a]pyrazin CC1N=CC=2N(C1)C(=NN2)C2=CC=CC=C2